CC1=NC(=CC(=C1)C1=C(C2=NC(=CC=C2N1)C1CCNCC1)C(C)C)C 2-(2,6-dimethylpyridin-4-yl)-3-isopropyl-5-(piperidin-4-yl)-1H-pyrrolo[3,2-b]Pyridine